[Br-].C(=O)(O)CCCCCC1=C(C=CC=C1)P(C1=CC=CC=C1)C1=CC=CC=C1 5-carboxyamyl-triphenylphosphine bromide